OCCOC1=CC=C(C=C1)C1(C=2CCCCC2C(C2=CC=CC=C12)(C1=CC=CC=C1)C1=CC=CC=C1)C1=CC=C(C=C1)OCCO 10,10-bis-(4-hydroxyethoxyphenyl)-9,9-bis-phenyl-tetrahydroanthracene